N-(5-(4-(2,6-dichloro-3,5-dimethoxyphenyl)imidazo[1,2-a][1,6]naphthyridin-8-yl)-2-(4-ethylpiperazin-1-yl)-4-methoxyphenyl)acrylamide ClC1=C(C(=C(C=C1OC)OC)Cl)C=1C=2N(C3=CC(=NC=C3C1)C=1C(=CC(=C(C1)NC(C=C)=O)N1CCN(CC1)CC)OC)C=CN2